3-(acetyloxy)-4-methoxybenzoyl chloride C(C)(=O)OC=1C=C(C(=O)Cl)C=CC1OC